Cl.Cl.N1(N=CC=C1)C=1C=C(C=CC1)[C@@H]1C[C@@H](NCC1)C(=O)N[C@H](C(=O)NCC1=CC=2C=NC=CC2N1)C (2R,4S)-4-(3-(1H-pyrazol-1-yl)phenyl)-N-((S)-1-(((1H-pyrrolo[3,2-c]pyridin-2-yl)methyl)amino)-1-oxopropan-2-yl)piperidine-2-carboxamide dihydrochloride